O=C1CN(C1)C(=O)OC(C)(C)C tert-butyl 3-oxoazetidin-1-carboxylate